IC1=NC=C2N1C=C(C=C2)CN2CCCC2 C3-iodo-6-(pyrrolidin-1-ylmethyl)imidazo[1,5-a]pyridine